C(CCCC)(=O)O[C@H]1CC[C@@H]2[C@@]1(CC[C@@H]1[C@]3(CCC=4N=C(SC4C3=CC[C@@H]21)NC2=C(C=C(C=C2)F)F)C)C (5aR,5bS,7aS,8S,10aS,10bR)-2-((2,4-difluorophenyl)amino)-5a,7a-dimethyl-5,5a,5b,6,7,7a,8,9,10,10a,10b,11-dodecahydro-4H-cyclopenta[7,8]phenanthro[2,1-d]thiazol-8-yl pentanoate